6-(1-(adamantan-1-ylmethyl)-5-methyl-1H-pyrazol-4-yl)-3-(6-(benzo[d]thiazol-2-ylamino)pyridin-3-yl)-2-oxo-2,3-dihydro-oxazolo[4,5-b]pyridine-7-carboxylic acid methyl ester COC(=O)C1=C2C(=NC=C1C=1C=NN(C1C)CC13CC4CC(CC(C1)C4)C3)N(C(O2)=O)C=2C=NC(=CC2)NC=2SC3=C(N2)C=CC=C3